5-nitroquinoline-8-ol [N+](=O)([O-])C1=C2C=CC=NC2=C(C=C1)O